2-AMINO-5-BROMONICOTINALDEHYDE NC1=C(C=O)C=C(C=N1)Br